methacrylic acid, 8-hydroxy-3,6-dioxaoctane-1-yl ester C(C(=C)C)(=O)OCCOCCOCCO